C(C)(C)(C)OC(=O)N1CCN(CCC1)C=1C=C2CCN(C(C2=CC1)=O)C[C@@H](CN1CC2=CC=CC=C2CC1)O tert-Butyl-4-[2-[(2R)-3-(3,4-dihydro-1H-isochinolin-2-yl)-2-hydroxy-propyl]-1-oxo-3,4-dihydroisochinolin-6-yl]-1,4-diazepan-1-carboxylat